2,2'-[[(1S,2S)-1,2-Diphenyl-1,2-ethanediyl]bis(iminomethylene)]bis[phenol] C1(=CC=CC=C1)[C@@H]([C@H](C1=CC=CC=C1)NCC1=C(C=CC=C1)O)NCC1=C(C=CC=C1)O